N-vinyl-N-methyl-2-(methyl)propionamid C(=C)N(C(C(C)C)=O)C